N-(7-amino-1-methyl-pyrazolo[3,4-c]pyridin-4-yl)-2-oxo-2-[(2R,5S)-2-[3-[2-(dimethylamino)ethyl]phenyl]-5-methyl-1-piperidyl]acetamide NC=1N=CC(=C2C1N(N=C2)C)NC(C(N2[C@H](CC[C@@H](C2)C)C2=CC(=CC=C2)CCN(C)C)=O)=O